3-chloro-1-Propene ClCC=C